C(C)(=O)NC=1C=C(C(=O)NCCCOC2=NC=C(C=C2Cl)C(F)(F)F)C=CN1 2-acetamido-N-(3-((3-chloro-5-(trifluoromethyl)pyridin-2-yl)oxy)propyl)isonicotinamide